4-Chloro-6-methylamino-2-methylsulfanyl-pyrimidine-5-carbaldehyde ClC1=NC(=NC(=C1C=O)NC)SC